FC1([C@@H](C2=C(NC1=O)NN=C2C)O)F 5,5-difluoro-(R)-4-hydroxy-3-methyl-1H,4H,5H,6H,7H-pyrazolo[3,4-b]pyridin-6-one